CC1=C(C=C(C=C1)NC(=O)N1C2CN(CC1C2)C(C(F)(F)F)C)C2=NC=CC=C2 N-(4-Methyl-3-(pyridin-2-yl)phenyl)-3-(1,1,1-trifluoropropan-2-yl)-3,6-diazabicyclo[3.1.1]heptane-6-carboxamide